C1=CC=C2C(=C1)C(=CN2)O indoxyl